O.C(CCCC(=O)O)(=O)O.C(CCCC(=O)O)(=O)O glutarate Hemi-hydrate